Cl.N1=CN=C(C2=C1SC=C2)C(C)(O)N thieno[2,3-d]pyrimidin-4-yl[amino]ethan-1-ol hydrochloride